n-hepten C=CCCCCC